Tert-Butyl (2R)-2-[({4-[({5-[(3-chloro-2-methoxyphenyl)carbamothioyl]-6-oxo-1,2,3,6-tetrahydropyridin-4-yl}amino)methyl]pyridin-3-yl}oxy)methyl]azetidine-1-carboxylate ClC=1C(=C(C=CC1)NC(=S)C1=C(CCNC1=O)NCC1=C(C=NC=C1)OC[C@@H]1N(CC1)C(=O)OC(C)(C)C)OC